Ortho-ethyl-nitrobenzene C(C)C1=C(C=CC=C1)[N+](=O)[O-]